3-chloro-amino-2-chloro-aminopyridineAt ClC=1C(NC=C(C1N)N)(C(=O)[O-])Cl